(3S,5S,8R,9S,10S,13S,14S,17S)-17-((R)-3-hydroxy-1-(pyridin-3-yl)pentan-3-yl)-10,13-dimethylhexadecahydro-1H-cyclopenta[a]phenanthren-3-ol O[C@@](CCC=1C=NC=CC1)(CC)[C@H]1CC[C@H]2[C@@H]3CC[C@H]4C[C@H](CC[C@@]4([C@H]3CC[C@]12C)C)O